CNC(=O)C1=CN=C(S1)C=1C(=C2C(=NC1)NC=C2)N[C@H]2CN(CCC2)C(=O)OC(C)(C)C tert-butyl (R)-3-((5-(5-(methylcarbamoyl)thiazol-2-yl)-1H-pyrrolo[2,3-b]pyridin-4-yl)amino)piperidine-1-carboxylate